Cl.C(C)N(CCOC1=C(C=C(C=C1C)NC1=NC=C(C(=N1)N1OCCC1C1=CC=CC=C1)C)C)CC N-(4-(2-(diethylamino)ethoxy)-3,5-dimethylphenyl)-5-methyl-4-(3-phenylisoxazolidin-2-yl)pyrimidine-2-amine hydrochloride